FC1=C(C=CC(=C1)[S@](=O)C)N1CCN(CC1)C(=O)OC(C)(C)C tert-butyl (R)-4-(2-fluoro-4-(methylsulfinyl)phenyl)piperazine-1-carboxylate